CC1=CC=CC(=N1)C1=C(C=NN1)C=1C=C2C=C(C=NC2=CC1)C(=O)OC[C@H]1CNCCC1 [(3R)-3-piperidyl]methyl 6-[5-(6-methyl-2-pyridyl)-1H-pyrazol-4-yl]quinoline-3-carboxylate